C(C)NCCCCNCC N,N'-diethyl-1,4-diaminobutane